17α-hydroxy-21-[4-[2,6-bis(1-pyrrolidinyl)-4-pyrimidinyl]-1-piperazinyl]pregna-4,9(11)-diene-3,20-dione O[C@]1(C(CN2CCN(CC2)C2=NC(=NC(=C2)N2CCCC2)N2CCCC2)=O)CC[C@H]2[C@@H]3CCC4=CC(CC[C@]4(C)C3=CC[C@]12C)=O